NCC(=O)NC=1C=CC(=C(C(=O)N[C@H](C)C2=CC=CC3=CC=CC=C23)C1)F (R)-5-(2-aminoacetamido)-2-fluoro-N-(1-(naphthalen-1-yl)ethyl)benzamide